BrC1=CC=C(C=C1)NCCC(=O)O 3-((4-bromophenyl)amino)propionic acid